Methyl (S)-6-((3-(1-([1,1'-biphenyl]-4-yl)-2-oxo-1,2-dihydro-3H-imidazo[4,5-b]pyridin-3-yl)pyrrolidin-1-yl)methyl)nicotinate C1(=CC=C(C=C1)N1C(N(C2=NC=CC=C21)[C@@H]2CN(CC2)CC2=NC=C(C(=O)OC)C=C2)=O)C2=CC=CC=C2